tert-butyl (S)-8-(((S)-1-acetylpyrrolidin-3-yl)oxy)-1-((1,3-dioxoisoindolin-2-yl)methyl)-3,4-dihydroisoquinoline-2(1H)-carboxylate C(C)(=O)N1C[C@H](CC1)OC=1C=CC=C2CCN([C@@H](C12)CN1C(C2=CC=CC=C2C1=O)=O)C(=O)OC(C)(C)C